6-(3,5-dimethylpyrazol-1-yl)-2-[1-(2-methylpyrazolo[1,5-a]pyrazin-4-yl)piperidin-4-yl]pyridazin-3-one CC1=NN(C(=C1)C)C=1C=CC(N(N1)C1CCN(CC1)C=1C=2N(C=CN1)N=C(C2)C)=O